C(=O)O.C(=O)O.F[C@@H]1C(NC(C[C@@H]1N1CCC2=C1N=NC(=C2)C2=C(C=C1N=C(C(=NC1=C2)C)C)O)(C)C)(C)C 7-{7-[(3S,4S)-3-fluoro-2,2,6,6-tetramethylpiperidin-4-yl]-6,7-dihydro-5H-pyrrolo[2,3-c]pyridazin-3-yl}-2,3-dimethylquinoxalin-6-ol diformate